N,N'-bis(1-naphthyl)-N,N'-diphenylbiphenyldiamine C1(=CC=CC2=CC=CC=C12)N(C1=C(C=CC=C1N(C1=CC=CC=C1)C1=CC=CC2=CC=CC=C12)C1=CC=CC=C1)C1=CC=CC=C1